1-(cyclopropylmethyl)3-(2,6-dichloro-3,5-dimethoxyphenyl)-7-(1-methyl-1H-pyrazol-4-yl)-1,6-naphthyridin-2(1H)-one C1(CC1)CN1C(C(=CC2=CN=C(C=C12)C=1C=NN(C1)C)C1=C(C(=CC(=C1Cl)OC)OC)Cl)=O